1-(3-((3-fluorophenyl)sulfonyl)-2-(trifluoromethyl)phenyl)piperazine FC=1C=C(C=CC1)S(=O)(=O)C=1C(=C(C=CC1)N1CCNCC1)C(F)(F)F